BrC=1C=C(C=CC1)CCC#N 3-(3-bromophenyl)propionitril